(5-chloropyrazin-2-yl)methanamine ClC=1N=CC(=NC1)CN